COC(C(=O)OC(C(C)(OC)OC)=O)(C)OC 2,2-di(methoxy)propionic anhydride